N-[(1R)-1-(5-bromo-2-fluorophenyl)-2,2-difluoroethyl]-2-methylpropane-2-sulfinamide BrC=1C=CC(=C(C1)[C@H](C(F)F)NS(=O)C(C)(C)C)F